6-chloro-3-trifluoromethyl-N-(m-trifluoromethylphenyl)pyridineamide ClC1=CC=C(C(=N1)C(=O)NC1=CC(=CC=C1)C(F)(F)F)C(F)(F)F